ClC=C(C(F)(F)Cl)F cis-1,3-dichloro-2,3,3-Trifluoropropene